C(CCC)OC(\C=C\C1=CC(=C(C=C1)OCC(=O)OC1=C(C=C(C=C1)CC=C)OC)OC)=O (E)-3-(4-(2-(4-allyl-2-methoxyphenoxy)-2-oxoethoxy)-3-methoxyphenyl)acrylic acid n-butyl ester